2-fluoro-4-(((3S,4R)-4-hydroxy-4-(hydroxymethyl)pyrrolidin-3-yl)oxy)benzonitrile, Hydrochloride Cl.FC1=C(C#N)C=CC(=C1)O[C@H]1CNC[C@]1(CO)O